OC[C@]1([C@@H](O)[C@H](O)[C@H](O1)CO)N[C@@H](C(C)C)C(=O)O alpha-fructosyl-valine